2-[1-[2-(acetoxy)-2-phenylethyl]-6-(ethoxycarbonyl)-5-methyl-2,4-dioxo-1H,2H,3H,4H-thieno[2,3-d]pyrimidin-3-yl]acetic acid C(C)(=O)OC(CN1C(N(C(C2=C1SC(=C2C)C(=O)OCC)=O)CC(=O)O)=O)C2=CC=CC=C2